C1(=CC=CC=C1)CCNC(OCCCC#CC#CCCCCCCCCCCCC)=O Nonadeca-4,6-diynyl N-(2-phenyl-ethyl)carbamate